bis(2-hydroxypropyl)piperazine OC(CN1CCN(CC1)CC(C)O)C